C(C)N1CCC(CC1)S(=O)(=O)N(C1=CC=CC=C1)CC1=NC=C(C=C1)C(=O)NN 1-ethyl-N-((5-(hydrazinecarbonyl)pyridin-2-yl)methyl)-N-phenylpiperidine-4-sulfonamide